4-Amino-1-[4-[4-[6-chloro-4-[difluoro(phenyl)methyl]-2-pyridyl]piperazin-1-yl]sulfonylphenyl]pyrrolidin-2-one NC1CC(N(C1)C1=CC=C(C=C1)S(=O)(=O)N1CCN(CC1)C1=NC(=CC(=C1)C(C1=CC=CC=C1)(F)F)Cl)=O